2-(Diethylamino)ethyliminomethyl-7-hydroxy-4-methyl-2H-chromen-2-one C(C)N(CCN=CC=1C(OC2=CC(=CC=C2C1C)O)=O)CC